2-oxa-5-aza-bicyclo[2.2.1]Heptane C12OCC(NC1)C2